N1C(=CC=C1)C=1C=C(N)C=CC1 3-(1H-pyrrol-2-yl)aniline